3-(allyloxy)isoxazole-5-carboxylic acid methyl ester COC(=O)C1=CC(=NO1)OCC=C